CN([C@H]1C[C@@H]([C@@H](CC1)NC(OC(C)(C)C)=O)F)C tert-butyl ((1R,2S,4R)-4-(dimethylamino)-2-fluorocyclohexyl)carbamate